(E)-3-phenyl-1-(N-propyl-pyrrol-2-yl)prop-2-en-1-one C1(=CC=CC=C1)/C=C/C(=O)C=1N(C=CC1)CCC